5,5-dimethyl-4,5-dihydrooxazole CC1(CN=CO1)C